O([C@H]1[C@H](O)[C@@H](O)[C@@H](O)[C@H](O1)CO)C methyl β-D-galactopyranoside